[Si](C)(C)(C(C)(C)C)OCC=1C=C(C=CC1)N1C(C2=C(CC1)C(=NN2C2=CC(=CC=C2)Cl)C(=O)OCC)=O ethyl 6-[3-[[tert-butyl (dimethyl) silyl] oxymethyl] phenyl]-1-(3-chlorophenyl)-7-oxo-4,5-dihydropyrazolo[3,4-c]pyridine-3-carboxylate